N-(4-(4-amino-1-(1-isobutyrylpiperidin-4-yl)-1H-pyrazolo[4,3-c]pyridin-3-yl)phenyl)-5-(4-fluorophenyl)-4-hydroxynicotinamide NC1=NC=CC2=C1C(=NN2C2CCN(CC2)C(C(C)C)=O)C2=CC=C(C=C2)NC(C2=CN=CC(=C2O)C2=CC=C(C=C2)F)=O